1-((2-(trimethylsilyl)ethoxy)methyl)-1H-imidazole-5-carboxylic acid methyl ester COC(=O)C1=CN=CN1COCC[Si](C)(C)C